[2-(2,6-dioxo-3-piperidyl)-4,6-difluoro-1-oxo-isoindoline-5-carbonyl]-3,4-dihydro-1H-isoquinoline-7-carbonitrile O=C1NC(CCC1N1C(C2=CC(=C(C(=C2C1)F)C(=O)C1NCCC2=CC=C(C=C12)C#N)F)=O)=O